FCCN1CC2(C1)CC(C2)C(=O)NC=2N=CC1=CC=C(C=C1C2)C2=CN=CS2 2-(2-fluoroethyl)-N-(6-(thiazol-5-yl)isoquinolin-3-yl)-2-azaspiro[3.3]heptane-6-carboxamide